C12CC(CC2C1)OC1=C(C=C(N)C=C1F)F 4-(cis-bicyclo[3.1.0]hexan-3-yloxy)-3,5-difluoroaniline